(2R,3S)-1-((benzyloxy)carbonyl)-3-(3-fluoroazetidine-1-carbonyl)piperidine-2-carboxylic acid C(C1=CC=CC=C1)OC(=O)N1[C@H]([C@H](CCC1)C(=O)N1CC(C1)F)C(=O)O